C1(=CC=CC=C1)P(=O)(C1=CC=CC=C1)Br diphenyl-phosphinoyl bromide